C(C)(C)(C)C1=CC(=NN1[C@H]1[C@@H](COC1)O)NC=1N(C=2C(=NC=C(C2C(F)F)OC=2C=NC=3N(C2)C(=NC3)C3CC3)N1)C (3S,4R)-4-(5-(tert-butyl)-3-((6-((6-cyclopropylimidazo[1,5-a]pyrimidin-3-yl)oxy)-7-(difluoromethyl)-1-methyl-1H-imidazo[4,5-b]pyridin-2-yl)amino)-1H-pyrazol-1-yl)tetrahydrofuran-3-ol